Cl.N1(N=CC2=CC=CC=C12)C=1C(=NC=CC1)[C@H](CC1=NC(=CC=C1F)CC)N (S)-1-[3-(1H-indazole-1-yl)pyridine-2-yl]-2-(3-fluoro-6-ethylpyridine-2-yl)ethan-1-amine hydrochloride